2-(3-chloro-5-fluoropyridin-2-yl)-2-methylpropanamide ClC=1C(=NC=C(C1)F)C(C(=O)N)(C)C